N1(CCCCC1)C1=CC=C(C=C1)C=1C=NC=2N(C1)N=CC2C2=CC=NC1=CC=CC=C21 4-(6-(4-(piperidine-1-yl)phenyl)-pyrazolo[1,5-a]pyrimidine-3-yl)quinoline